2-(5-phenyl-2-tetrahydropyran-2-yl-1,2,4-triazol-3-yl)-3,4-dihydro-1H-isoquinolin-7-ol C1(=CC=CC=C1)C=1N=C(N(N1)C1OCCCC1)N1CC2=CC(=CC=C2CC1)O